N'-(2-pyrimidinyl)benzoyl-hydrazine N1=C(N=CC=C1)NNC(C1=CC=CC=C1)=O